2-(2,6-dibenzhydryl-4-methoxyphenyl)-5-mesitylimidazo[1,5-a]pyridine-3(2H)-selenone C(C1=CC=CC=C1)(C1=CC=CC=C1)C1=C(C(=CC(=C1)OC)C(C1=CC=CC=C1)C1=CC=CC=C1)N1C(N2C(C=CC=C2C2=C(C=C(C=C2C)C)C)=C1)=[Se]